7-chloro-N-[(3S,6R)-6-{5-[2-(trifluoromethoxy)ethoxy]-1,3,4-oxadiazol-2-yl}piperidin-3-yl]pyrrolo[1,2-a]pyrazine-3-carboxamide ClC=1C=C2N(C=C(N=C2)C(=O)N[C@@H]2CN[C@H](CC2)C=2OC(=NN2)OCCOC(F)(F)F)C1